5,6-dimethoxy-2-norbornene COC1C2C=CC(C1OC)C2